6-((5'-fluoro-2-carbonyl-2H-[1,2'-bipyridin]-3-yl)amino)-N-((1R,2S)-2-fluorocyclopropyl)-8-((methyl-d3)amino)imidazo[1,2-b]pyridazine-3-carboxamide FC=1C=CC(=NC1)N1C(C(=CC=C1)NC=1C=C(C=2N(N1)C(=CN2)C(=O)N[C@H]2[C@H](C2)F)NC([2H])([2H])[2H])=C=O